3-hydroxyl-6-fluoropyrazine OC=1C=NC(=CN1)F